3-((3-phenoxy)azetidin-1-yl)-2-(1H-pyrrol-1-yl)benzoic acid O(C1=CC=CC=C1)C1CN(C1)C=1C(=C(C(=O)O)C=CC1)N1C=CC=C1